(S)-2-((4-(6-((2-fluoro-4-iodobenzyl)oxy)pyridin-2-yl)piperidine-1-yl)methyl)-1-(oxetan-2-ylmethyl)-1H-benzo[d]imidazole-6-carboxylic acid methyl ester COC(=O)C=1C=CC2=C(N(C(=N2)CN2CCC(CC2)C2=NC(=CC=C2)OCC2=C(C=C(C=C2)I)F)C[C@H]2OCC2)C1